(4-bromo-2,5-dimethylthiophen-3-yl)(3-fluoro-[1,1'-biphenyl]-4-yl)methanone BrC=1C(=C(SC1C)C)C(=O)C1=C(C=C(C=C1)C1=CC=CC=C1)F